ClC=1C2=C(C(=C(C1)N1C[C@@H](N(CC1)C)COC)C)OC(C=1CNCCC12)=O (R)-10-chloro-8-(3-(methoxymethyl)-4-methylpiperazin-1-yl)-7-methyl-1,2,3,4-tetrahydro-5H-chromeno[3,4-c]pyridin-5-one